C1(CC1)C=1C(=CC(=NC1)C(=O)O)OCC1(COC1)C 5-cyclopropyl-4-((3-methyloxetan-3-yl)methoxy)picolinic acid